COC1CCC(CC1)NC1=NC=C(C(=N1)N[C@H](C)C(C)C)C(=O)N 2-((1r,4R)-4-methoxycyclohexylamino)-4-((R)-3-methylbutan-2-ylamino)pyrimidine-5-carboxamide